(2R,3S)-2-(4-(cyclopentylamino)phenyl)-N-(4-methyl-3-(trifluoro-methyl)phenyl)-1-((1,3,5-trimethyl-1H-pyrazol-4-yl)sulfonyl)piperidine-3-carboxamide C1(CCCC1)NC1=CC=C(C=C1)[C@@H]1N(CCC[C@@H]1C(=O)NC1=CC(=C(C=C1)C)C(F)(F)F)S(=O)(=O)C=1C(=NN(C1C)C)C